2-methoxypropyl-1,3-dibromopentane COC(CC(CC(CC)Br)Br)C